C(C)(C)(C)OC(=O)N1CCC(CC1)CN1CCN(CC1)C1=C(C=CC(=C1)N[C@H]1C(NC(CC1)=O)=O)F |r| (±)-4-((4-(5-((2,6-Dioxopiperidin-3-yl)amino)-2-fluorophenyl)piperazin-1-yl)methyl)piperidine-1-carboxylic acid tert-butyl ester